2-methyl-5-(cis-3-methyl-6-azabicyclo[3.1.1]heptan-1-yl)-1,3,4-oxadiazole CC=1OC(=NN1)C12CC(CC(N1)C2)C